N1(C(CCC1)C(=O)O)C(=O)O 1,2-pyrrolidinedi-carboxylic acid